C(#N)C(C(=O)OC(C)CCCCCC)=C sec-octyl alpha-cyanoacrylate